1-acetyl-2-oxoindoline C(C)(=O)N1C(CC2=CC=CC=C12)=O